3,3'-(1,4-phenylene)bis[1-(4-vinylbenzyl)-1H-1,2,4-triazole] C1(=CC=C(C=C1)C1=NN(C=N1)CC1=CC=C(C=C1)C=C)C1=NN(C=N1)CC1=CC=C(C=C1)C=C